1-bromo-5-chloro-2-iodo-3-(methoxymethoxy)benzene BrC1=C(C(=CC(=C1)Cl)OCOC)I